C(C)OC1=NC=CC=C1C1=CC(=C2C(=N1)C=NN2C(C)C)NCC=2SC=CN2 5-(2-ethoxy-3-pyridinyl)-1-isopropyl-N-(thiazol-2-ylmethyl)pyrazolo[4,3-b]pyridin-7-amine